tert-butyl (2S,6R)-4-[4-chloro-6-[5-(trifluoromethyl)pyrazolo[1,5-a]pyridin-3-yl]-2-pyridyl]-2,6-dimethyl-piperazine-1-carboxylate ClC1=CC(=NC(=C1)C=1C=NN2C1C=C(C=C2)C(F)(F)F)N2C[C@@H](N([C@@H](C2)C)C(=O)OC(C)(C)C)C